ClC1=C(C=C(C=C1)NC(CC(C1=CC(=CC=C1)C(F)(F)F)C(F)(F)F)=O)C(=O)NC1=C(C=C(C=C1)F)F N-[4-chloro-3-[[(2,4-difluorophenyl)amino]carbonyl]phenyl]-β,3-bis(trifluoromethyl)-benzenepropanamide